NC1=C2N=C(N(C2=NC=N1)CCCS(=O)(=O)NC(C)C)SC1=CC2=C(OCO2)C=C1N(C)C 3-(6-amino-8-((6-(dimethylamino)benzo[d][1,3]dioxol-5-yl)thio)-9H-purin-9-yl)-N-isopropylpropane-1-sulfonamide